1-(2-pyridyl)-1H-pyrazole N1=C(C=CC=C1)N1N=CC=C1